NC1=C(C=C(C(=O)N[C@H]2C[C@H](CCC2)C#CC2=C3CN(C(C3=CC=C2)=O)C2C(NC(CC2)=O)=O)C=C1)OC 4-amino-N-[(1R,3S)-3-{2-[2-(2,6-dioxopiperidin-3-yl)-1-oxo-3H-isoindol-4-yl]ethynyl}cyclohexyl]-3-methoxybenzamide